N[C@@H]1CN(CCC1)C1=CC=C(C=N1)NC1=C(C=NC2=CC=C(N=C12)C1=CC(=C(C(=C1)F)O)Cl)C(=O)C1CC1 (S)-{4-[6-(3-aminopiperidin-1-yl)pyridin-3-ylamino]-6-(3-chloro-5-fluoro-4-hydroxy-phenyl)-1,5-naphthyridin-3-yl}(cyclopropyl)methanone